FC1=C(C(=C(C(=C1F)F)F)F)C(C(C(C(C(C(C(C(C(F)(F)F)(F)F)(F)F)(F)F)(F)F)(F)F)(F)F)(F)F)(F)F perfluorononylbenzene